tert-butyl (S)-(1-amino-3-(2-chloro-4-hydroxyphenyl)propan-2-yl)carbamate NC[C@H](CC1=C(C=C(C=C1)O)Cl)NC(OC(C)(C)C)=O